N-(4-(7-((1,1-difluoropropan-2-yl)oxy)-2-(((3S,5S)-5-fluoropiperidin-3-yl)amino)pyrido[2,3-d]pyrimidin-6-yl)-2,3-difluorophenyl)-1-phenylmethanesulfonamide FC(C(C)OC=1C(=CC2=C(N=C(N=C2)N[C@@H]2CNC[C@H](C2)F)N1)C1=C(C(=C(C=C1)NS(=O)(=O)CC1=CC=CC=C1)F)F)F